O=C1OC2=C(C3=C1C=CC=C3)C=CC(=C2)OCC(=O)NCCN2CCCCC2 2-((6-Oxo-6H-benzo[c]benzopyran-3-yl)oxy)-N-(2-(piperidin-1-yl)ethyl)acetamide